5-(2,3-dihydro-1H-indene-1-sulfonylamino)-1,3-thiazole-4-carboxylic acid C1(CCC2=CC=CC=C12)S(=O)(=O)NC1=C(N=CS1)C(=O)O